N1=CN=C(C=C1)N1CC(CCC1)N 1-(pyrimidin-4-yl)3-aminopiperidine